1-benzyl-7-isobutyl-N-phenethyloctahydro-6H-3,6-methanopyrrolo[3,2-c]pyridine-6-carboxamide C(C1=CC=CC=C1)N1CC2C3CNC(C(C31)CC(C)C)(C2)C(=O)NCCC2=CC=CC=C2